C(C)(C)N1C(=NN=C1)S(=O)(=O)C 4-isopropyl-3-methylsulfonyl-1,2,4-triazole